(2S)-N-(1-cyano-2-(5,6,7,8-tetrahydronaphthalene-2-yl)ethyl)-1,4-oxazepane-2-carboxamide Trifluoroacetate FC(C(=O)O)(F)F.C(#N)C(CC1=CC=2CCCCC2C=C1)NC(=O)[C@H]1OCCCNC1